6-(4-chlorobenzyl)-8-(2-oxa-6-azaspiro[3.3]heptan-6-yl)-2-(propan-2-yl)-2,6-dihydroimidazo[1,2-c]pyrido[2,3-e]pyrimidin-5(3H)-one ClC1=CC=C(CN2C(N3C(C4=C2C=C(C=N4)N4CC2(COC2)C4)=NC(C3)C(C)C)=O)C=C1